N1-(1H-pyrrolo[3,2-c]pyridin-3-yl)-N2-((2'-(trifluoro-methyl)-[1,1'-biphenyl]-4-yl)methyl)oxalamide N1C=C(C=2C=NC=CC21)NC(C(=O)NCC2=CC=C(C=C2)C2=C(C=CC=C2)C(F)(F)F)=O